(R)-2-(2,8-Dimethylimidazo[1,2-b]pyridazin-6-yl)-9-methyl-7-(3-methylpiperazin-1-yl)-4H-pyrido[1,2-a]pyrimidin-4-on CC=1N=C2N(N=C(C=C2C)C=2N=C3N(C(C2)=O)C=C(C=C3C)N3C[C@H](NCC3)C)C1